(Z)-N'-((7-chloroimidazo[1,2-b]pyridazin-3-yl)methylene)-4-methylbenzenesulfonohydrazide ClC1=CC=2N(N=C1)C(=CN2)\C=N/NS(=O)(=O)C2=CC=C(C=C2)C